2-(5-chloro-2-(((1S,3R,4S,5R)-4-hydroxy-6,8-dioxabicyclo[3.2.1]octan-3-yl)amino)pyrimidin-4-yl)-3-fluoro-7-isopropyl-5-methylthieno[3,2-c]pyridin-4(5H)-one ClC=1C(=NC(=NC1)N[C@@H]1C[C@H]2CO[C@@H]([C@H]1O)O2)C2=C(C=1C(N(C=C(C1S2)C(C)C)C)=O)F